4-(2-{[(2r,7as)-2-fluoro-hexahydro-1H-pyrrolizin-7a-yl]methoxy}-8-fluoro-4-[(3S)-3-methylmorpholin-4-yl]quinazolin-7-yl)-5-ethynyl-6-fluoronaphthalen-2-ol F[C@@H]1C[C@@]2(CCCN2C1)COC1=NC2=C(C(=CC=C2C(=N1)N1[C@H](COCC1)C)C1=CC(=CC2=CC=C(C(=C12)C#C)F)O)F